ethyl 3,4-diphenyl-2-naphthoate C1(=CC=CC=C1)C=1C(=CC2=CC=CC=C2C1C1=CC=CC=C1)C(=O)OCC